magnesium butenyl bromide C(=CCC)Br.[Mg]